C(C)(C)(C)C=1C=C(N(N1)C1=CC(=CC=C1)F)NC(=O)NC=1SC(=CN1)CCC1=CC(=NC=C1)NC(CO)=O N-[4-[2-[2-[[5-tert-butyl-2-(3-fluorophenyl)pyrazol-3-yl]carbamoylamino]thiazol-5-yl]ethyl]-2-pyridyl]-2-hydroxy-acetamide